C1(=CC(=CC=C1)C1=C(C(=NC(=C1C#N)N(CCO)CCO)N)C#N)C1=CC=CC=C1 4-([1,1'-biphenyl]-3-yl)-2-amino-6-(bis(2-hydroxyethyl)amino)pyridine-3,5-dicarbonitrile